trifluoromethyl-trimethoxysilane FC(F)(F)[Si](OC)(OC)OC